FC=1C(=NC(=NC1)N1CC(NCCC1)C)NC=1C=C2C=NNC2=CC1 N-(5-fluoro-2-(3-methyl-1,4-diazepan-1-yl)pyrimidin-4-yl)-1H-indazol-5-amine